methyl rac-(2R,3S,4S,5S)-4-[[3-(3,4-difluoro-2-methoxy-phenyl)-4,5-dimethyl-tetrahydrofuran-2-carbonyl]amino]pyridine-2-carboxylate FC=1C(=C(C=CC1F)[C@H]1[C@@H](O[C@H]([C@H]1C)C)C(=O)NC1=CC(=NC=C1)C(=O)OC)OC |r|